OC(C1CN(CCC1)C(=O)OC(C)(C)C)C=1N=NC(=C(C1)C)C1=C(C=C(C=C1)C(F)(F)F)OC tert-butyl 3-(hydroxy(6-(2-methoxy-4-(trifluoromethyl)phenyl)-5-methylpyridazin-3-yl)methyl)piperidine-1-carboxylate